CC1=C(C=C(C(=O)NC2=CC(=CC=C2)C(F)(F)F)C=C1)C1CN(CC1)C=1C=NC=C(C1)N1CCN(CC1)C 4-methyl-3-(1-(5-(4-methylpiperazin-1-yl)pyridin-3-yl)pyrrolidin-3-yl)-N-(3-(trifluoromethyl)phenyl)benzamide